1,4-Dimethoxy-9(10H)-acridinethione COC1=CC=C(C=2NC3=CC=CC=C3C(C12)=S)OC